N1N=NC(=C1)CN1C(C2=CC=CC=C2C(=C1)[C@@H](C)N(C(=O)NC1=CC(=C(C=C1)F)Cl)C)=O (R)-1-(1-(2-((1H-1,2,3-triazol-4-yl)methyl)-1-oxo-1,2-dihydroisoquinolin-4-yl)ethyl)-3-(3-chloro-4-fluorophenyl)-1-methyl-urea